(5-methylfuran-3-yl)methyl 4-(6-(1-methyl-1H-pyrazol-4-yl)pyrazolo[1,5-a]pyridin-3-yl)piperazine-1-carboxylate CN1N=CC(=C1)C=1C=CC=2N(C1)N=CC2N2CCN(CC2)C(=O)OCC2=COC(=C2)C